[Ta+5].C=CC1=CC=C(C=C1)S(=O)(=O)[O-].C=CC1=CC=C(C=C1)S(=O)(=O)[O-].C=CC1=CC=C(C=C1)S(=O)(=O)[O-].C=CC1=CC=C(C=C1)S(=O)(=O)[O-].C=CC1=CC=C(C=C1)S(=O)(=O)[O-] p-styrenesulfonate tantalum